1-(3-((4-((5-(trifluoro-methyl)pyrimidin-2-yl)amino)piperidin-1-yl)sulfonyl)benzyl)piperidine-4-carboxamide FC(C=1C=NC(=NC1)NC1CCN(CC1)S(=O)(=O)C=1C=C(CN2CCC(CC2)C(=O)N)C=CC1)(F)F